tert-butyl-4-(4-(4,4,5,5-tetramethyl-1,3,2-dioxaborolan-2-yl)-1H-pyrazol-1-yl)piperidine-1-carboxylate C(C)(C)(C)OC(=O)N1CCC(CC1)N1N=CC(=C1)B1OC(C(O1)(C)C)(C)C